4-((2-(3-cyclopropyl-1,2,4-oxadiazol-5-yl)ethyl)amino)-4-oxobutanoic acid C1(CC1)C1=NOC(=N1)CCNC(CCC(=O)O)=O